COC(=O)C1=CC2=C(S1)C=C(C=C2OC(C)C)OC(C)=O 6-acetoxy-4-isopropoxybenzo[b]thiophene-2-carboxylic acid methyl ester